Methyl Monoacetate C(C)(=O)OC